4-((2-fluorophenyl)ethynyl)-N-(1-(tetrahydro-2H-pyran-4-yl)ethyl)benzamide FC1=C(C=CC=C1)C#CC1=CC=C(C(=O)NC(C)C2CCOCC2)C=C1